5-fluoro-3-nitro-1H-indole FC=1C=C2C(=CNC2=CC1)[N+](=O)[O-]